3,5-difluoro-4-[5-methyl-3-(trifluoromethyl)pyrazol-1-yl]benzaldehyde FC=1C=C(C=O)C=C(C1N1N=C(C=C1C)C(F)(F)F)F